ClC=1SC2=C(N1)C(C1(CCN(CC1)C(=O)OC(C)(C)C)C2)=C=O tert-butyl 2-chloro-4-carbonyl-4,6-dihydrospiro[cyclopenta[d]thiazole-5,4'-piperidine]-1'-carboxylate